ClC1=C(NCC=2C(=NC(=NC2)Cl)Cl)C(=CC=C1)C 2-chloro-N-((2,4-dichloropyrimidin-5-yl)methyl)-6-methylaniline